2-[2-fluoro-5-methoxy-4-(pyrrolidine-1-carbonyl)phenyl]-4-[[5-(4-hydroxy-1-piperidyl)-2-pyridyl]amino]-6H-naphthyridin-5-one FC1=C(C=C(C(=C1)C(=O)N1CCCC1)OC)C1=NC=2N=CCC(C2C(=C1)NC1=NC=C(C=C1)N1CCC(CC1)O)=O